2-(1-acryloyl-4-(2-(2-(dimethylamino)ethoxy)-7-(2-methylindolin-1-yl)-5,6,7,8-tetrahydroquinazolin-4-yl)piperazin-2-yl)acetonitrile C(C=C)(=O)N1C(CN(CC1)C1=NC(=NC=2CC(CCC12)N1C(CC2=CC=CC=C12)C)OCCN(C)C)CC#N